3-(aminomethyl)cyclobutane-1-carbonitrile hydrochloride Cl.NCC1CC(C1)C#N